N-(2-cyanoethyl)-N-(2,2-dimethylbut-1-yl)-amine C(#N)CCNCC(CC)(C)C